5-bromo-6-cyclopentyl-2-(1-ethyl-1H-pyrazol-4-yl)-4(3H)-pyrimidinone BrC=1C(NC(=NC1C1CCCC1)C=1C=NN(C1)CC)=O